N-(2-bromo-4-(4-nitrophenoxy)phenyl)acetamide tert-butyl-2-(3-(1-(2,6-dioxopiperidin-3-yl)-3-methyl-2-oxo-2,3-dihydro-1H-benzo[d]imidazol-5-yl)phenyl)acetate C(C)(C)(C)OC(CC1=CC(=CC=C1)C1=CC2=C(N(C(N2C)=O)C2C(NC(CC2)=O)=O)C=C1)=O.BrC1=C(C=CC(=C1)OC1=CC=C(C=C1)[N+](=O)[O-])NC(C)=O